(2R)-2-(4-methylphenyl)pyrrolidine CC1=CC=C(C=C1)[C@@H]1NCCC1